N1(N=CC=C1)CCCCN1C=C(C=2C1=NC=C(C2)F)C#N 1-(4-(1H-pyrazol-1-yl)butyl)-5-fluoro-1H-pyrrolo[2,3-b]pyridine-3-carbonitrile